tert-butyl 4-[1-(4,5-dichloro-2-methoxyphenyl)-2-(methanesulfonyloxy)ethyl]piperidine-1-carboxylate ClC1=CC(=C(C=C1Cl)C(COS(=O)(=O)C)C1CCN(CC1)C(=O)OC(C)(C)C)OC